CN1C(COCC1)C=1SC2=C(N1)C=C(C=C2)B2OC(C(O2)(C)C)(C)C 4-methyl-3-[5-(4,4,5,5-tetramethyl-1,3,2-dioxaborolan-2-yl)-1,3-benzothiazol-2-yl]morpholine